C(=CCC)C=1C=C2C=NC=NC2=CC1 6-butenyl-quinazolin